3-((2,4-dimethyl-5-oxo-4H-thiazolo[5',4':4,5]pyrrolo[2,3-d]pyridazin-6(5H)-yl)methyl)benzamide CC=1SC2=C(N(C=3C(N(N=CC32)CC=3C=C(C(=O)N)C=CC3)=O)C)N1